COC([C@H](CCCC1=CC(=CC=C1)OCCCC)N1CCNCCNCCNCC1)=O (2S)-5-(3-Butoxyphenyl)-2-(1,4,7,10-tetraazacyclododecane-1-yl)pentanoic acid methyl ester